1-(2-cyclopropylpyrimidin-5-yl)ethan-1-one C1(CC1)C1=NC=C(C=N1)C(C)=O